Cl.C(C)N(CCO)CC N,N-diethyl-ethanolamine hydrochloride